N-((5-bromopyridin-2-yl)methylene)-2-methylpropan-2-sulfenamide BrC=1C=CC(=NC1)C=NSC(C)(C)C